(E)-5-cyclopropyl-3-((5-(2-(2-(4-(dimethylamino)-N-methylbut-2-enamido)propanamido)ethyl)pyridin-3-yl)amino)-6-ethylpyrazine-2-carboxamide C1(CC1)C=1N=C(C(=NC1CC)C(=O)N)NC=1C=NC=C(C1)CCNC(C(C)N(C(\C=C\CN(C)C)=O)C)=O